(1R,2S)-2-cyanocyclopentyl (8-amino-7-fluoro-6-(8-methyl-2,3-dihydro-1H-pyrido[2,3-b][1,4]oxazin-7-yl)isoquinolin-3-yl)carbamate NC=1C(=C(C=C2C=C(N=CC12)NC(O[C@H]1[C@@H](CCC1)C#N)=O)C1=C(C2=C(OCCN2)N=C1)C)F